ClC1=C(C=CC=2C3=C(NC12)CCN(C3C)C(=O)C3=NC=C(C=N3)N3C[C@H]1N(CC3)CC(C1)(F)F)Cl (6,7-dichloro-1-methyl-1,3,4,5-tetrahydro-2H-pyrido[4,3-b]indol-2-yl)(5-((S)-7,7-difluorohexahydropyrrolo[1,2-a]pyrazin-2(1H)-yl)pyrimidin-2-yl)methanone